2-(5-(3,4-difluorophenyl)-3-fluoropyridin-2-yl)-N-(1,1-dioxido-2,3-dihydrothiophen-3-yl)-N-((2-(2-hydroxypropan-2-yl)pyridin-4-yl)methyl)acetamide FC=1C=C(C=CC1F)C=1C=C(C(=NC1)CC(=O)N(CC1=CC(=NC=C1)C(C)(C)O)C1CS(C=C1)(=O)=O)F